[Te-2].[Zn+2].[Cd+2].[Te-2] Cadmium-Zinc Telluride